COC(=O)C1(CC1)C Methyl-1-methylcyclopropancarboxylat